NC(C(C)(O)C)C1=NC=C(C=C1)OCC(CCC)C 1-amino-2-methyl-1-(5-((2-methylpentyl)oxy)pyridin-2-yl)propan-2-ol